copper tripotassium salt [K].[K].[K].[Cu]